CC(CCC)C(CCCC)C 4,5-dimethyl-Nonane